COC=1C=C(C=CC1)N1[C@H]([C@H](CC1)NS(=O)(=O)C)CO[C@@H]1CC[C@@H](CC1)C1=CC=CC=C1 N-((2R,3S)-1-(3-methoxyphenyl)-2-((((CIS)-4-phenylcyclohexyl)oxy)methyl)pyrrolidin-3-yl)methanesulfonamide